IC1=CC=C(OCSCC2=CNC(O2)=S)C=C1 5-[(4-iodophenoxymethylthio)methyl]oxazole-2(3H)-thione